FC1=C(OCC23CC(C2)(C3)C=O)C=CC(=C1)C=1C=NN(C1)C (3-((2-fluoro-4-(1-methyl-1H-pyrazol-4-yl)phenoxy)methyl)bicyclo[1.1.1]pent-1-yl)methanone